N-Ethyl-N-(2-hydroxy-3-propylsulfo)-3,5-dimethylaniline C(C)N(C1=CC(=CC(=C1)C)C)S(=O)(=O)OCC(C)O